(4-isobutylphenyl)methane C(C(C)C)C1=CC=C(C=C1)C